ClC=1C=C(C=CC1OC)N(C(C#C)=O)[C@@H](C(=O)NCC1=CC=C(C=C1)OC)C(C)(C)C |r| Racemic-2-(N-(3-chloro-4-methoxyphenyl)propiolamido)-N-(4-methoxybenzyl)-3,3-dimethylbutanamide